1,2,3,4,6-penta-O-acetyl-D-mannopyranose CC(=O)OC[C@@H]1[C@H]([C@@H]([C@@H](C(O1)OC(=O)C)OC(=O)C)OC(=O)C)OC(=O)C